Morpholine-2-carboxylic acid methyl ester COC(=O)C1CNCCO1